OC1(CCC(CC1)NC(OC(C)(C)C)=O)COC Tert-butyl [cis-4-hydroxy-4-(methoxymethyl)cyclohexyl]carbamate